dimethyl-4,4'-bipyridine diiodide [I-].[I-].CC=1C(=NC=CC1C1=CC=NC=C1)C